ethane-1,2-diylbis(methylcarbamate) C(CN(C([O-])=O)C)N(C([O-])=O)C